OC1=C(C=C(C=C1Br)C(C)(C)C1=CC(=C(C(=C1)Br)O)Br)Br bis(4-hydroxy-3,5-dibromophenyl)-propane